FC(C(=O)OCC)(C(C(F)(F)F)(C(F)(F)F)F)F ethyl perfluoroisovalerate